C(#N)C1=C(C=C(C=C1)F)[C@H](CC)C=1C=NN(C1)C (1S,2S)-1-(2-cyano-5-fluorophenyl)-1-(1-methyl-1H-pyrazol-4-yl)propan